N[C@@H]1CN(CC[C@H]1F)C1=NC2=C(N1CC(=O)N[C@H](C)C1=NC=CC=C1)C=C(C=C2)F 2-(2-((3R,4R)-3-Amino-4-fluoropiperidin-1-yl)-6-fluoro-1H-benzo[d]imidazol-1-yl)-N-((R)-1-(pyridin-2-yl)ethyl)acetamid